9,9-bisMethylxanthene CC1(C2=CC=CC=C2OC=2C=CC=CC12)C